n-Butyl anthranilate CCCCOC(=O)C1=CC=CC=C1N